N1=C(C=CC=C1)C(C)N 1-(2-pyridinyl)ethylamine